2-(4-phenylpent-3-en-1-yl)-1,3-dioxolane C1(=CC=CC=C1)C(=CCCC1OCCO1)C